CC1(CN(CC1)C=1C=CC(=NC1)C(=O)N)C1=CC=CC=C1 5-(3-methyl-3-phenylpyrrolidin-1-yl)picolinamide